F[B-](F)(F)F.C(C)C1=NC=CC=C1 ethylpyridine tetrafluoroborate